COC1=CC=C(CN2C(C3=CC=C(C=C3C2=O)C)=O)C=C1 2-(4-methoxybenzyl)-5-methylisoindoline-1,3-dione